C(C)(=O)OC1O[C@H]([C@H]([C@H]([C@@H]1OC(C)=O)OC(C)=O)OC(C)=O)C(F)F (3S,4R,5S,6R)-6-(difluoromethyl)tetrahydro-2H-pyran-2,3,4,5-tetrayl Tetraacetate